4-allyl-2-(5-(hydroxymethyl)isoxazole-3-yl)phenol C(C=C)C1=CC(=C(C=C1)O)C1=NOC(=C1)CO